FC(C=1C=C(C=C(C1)C(F)(F)F)C1=NN2C(=NC=3C=CC=CC3C2=N1)N[C@H]1C(NCC1)=O)(F)F (3R)-3-({2-[3,5-bis(trifluoromethyl)phenyl][1,2,4]triazolo[1,5-c]quinazolin-5-yl}amino)pyrrolidin-2-one